2-(6-fluoro-1H-indol-3-yl)-1-(3-(methoxymethyl)-3-methylazetidin-1-yl)ethan-1-one FC1=CC=C2C(=CNC2=C1)CC(=O)N1CC(C1)(C)COC